(±)-3-(4-(2-Amino-6-methylpyrimidin-4-yl)-1,4-oxazepan-3-yl)-4-chloro-N-cyclopropylbenzamide NC1=NC(=CC(=N1)N1[C@@H](COCCC1)C=1C=C(C(=O)NC2CC2)C=CC1Cl)C |r|